Azino-bis(3-Ethylbenzthiazoline-6-Sulfonic Acid) N(N=S1CN(C2=C1C=C(C=C2)S(=O)(=O)O)CC)=S2CN(C1=C2C=C(C=C1)S(=O)(=O)O)CC